2-[2-Hydroxy-3-(Trimethyl-ammonio)Propoxy]Ethyl Ether OC(COCCOCCOCC(C[N+](C)(C)C)O)C[N+](C)(C)C